2,6-diazabicyclo[3.3.0]octane C12NCCC2NCC1